C1(=CC=CC=C1)C1=NNC(O1)=O 5-phenyl-1,3,4-oxadiazol-2(3H)-one